2-(3-(3-chloro-4-(6-(1-methylcyclopropoxy)-9-((4-methylpyridin-2-yl)methyl)-9H-purin-8-yl)phenoxy)azetidin-1-yl)-2-oxoethyl acetate C(C)(=O)OCC(=O)N1CC(C1)OC1=CC(=C(C=C1)C=1N(C2=NC=NC(=C2N1)OC1(CC1)C)CC1=NC=CC(=C1)C)Cl